triiodo-lead I[Pb](I)I